OCCOC1(C(=C2C=CC=CC2=CC1)C1=CC=CC2=CC=CC=C12)OCCO 2,2-bis-(2-hydroxyethoxy)-1,1-binaphthyl